camphenic acid chloride C12(C(C)(C)C(=C)C(CC1)C2)C(=O)Cl